octamethyl-cycloeicosatetraeneoctanone CC1C(=C(C(=C(C(=C(C(=C(CCCCCCCCCCC1)CCCCCCC(C)=O)C)C)C)C)C)C)C